1-(4-chloro-6-(1H-pyrazol-1-yl)-1,3,5-triazin-2-yl)-1H-indole ClC1=NC(=NC(=N1)N1N=CC=C1)N1C=CC2=CC=CC=C12